C(C1=CC=CC=C1)C1=C(C=CC(=C1)C)CCCN1CCN(CC1)C 1-(2-benzyl-4-methylphenyl)-3-(4-methylpiperazin-1-yl)propan